4-((S)-1-(7,8-Dichloro-4-(1H-Imidazol-1-Yl)Quinolin-2-Yl)Pyrrolidin-2-Yl)-2-Hydroxybutanoic Acid ClC1=CC=C2C(=CC(=NC2=C1Cl)N1[C@@H](CCC1)CCC(C(=O)O)O)N1C=NC=C1